FC1(CC(C1)CN1N=CC(=C1)C1=NC2=C(C(=CC=C2N=C1)OC1=CC2=C(N=C(N2)C)C=C1)C)F [1-[(3,3-Difluorocyclobutyl)methyl]pyrazol-4-yl]-8-methyl-7-[(2-methyl-3H-benzimidazol-5-yl)oxy]quinoxaline